CN1CC(C1)(C)C(=O)C=1C=NC=C(C1)N1CCCC1 (1,3-dimethyl-azetidin-3-yl)-(5-pyrrolidin-1-yl-pyridin-3-yl)-methanone